Cl.C1=C(C=CC2=CC=CC=C12)C1CCNCC1 4-(2-naphthyl)piperidine-hydrochloride